OC=1N=CC(=NC1)B(O)O 5-HYDROXYPYRAZINE-2-BORONIC ACID